N-((R)-2-(2-((1R,5S,6r)-3-oxabicyclo[3.1.0]hexane-6-carboxamido)pyridin-4-yl)-6,7,8,9-tetrahydro-5H-benzo[7]annulen-5-yl)-3-(tert-butyl)-1,2,4-oxadiazole-5-carboxamide [C@H]12COC[C@@H]2C1C(=O)NC1=NC=CC(=C1)C=1C=CC2=C(CCCC[C@H]2NC(=O)C2=NC(=NO2)C(C)(C)C)C1